(5-ACETAMIDO-2-NITRO)BENZENEBORONIC ACID B(C1=C(C=CC(=C1)NC(=O)C)[N+](=O)[O-])(O)O